NC1=NC=C(C=C1O[C@H](C)C=1C=C(C=CC1)NC(C1=C(C=CC=C1)C1CC1)=O)C=1C=NN(C1)C (R)-N-(3-(1-((2-amino-5-(1-methyl-1H-pyrazol-4-yl)pyridin-3-yl)oxy)ethyl)phenyl)-cyclopropylbenzamide